1-(2,2-difluoroethyl)-3-methyl-1H-pyrazol-4-amine FC(CN1N=C(C(=C1)N)C)F